(R)-2-((S)-1-amino-1,3-dihydrospiro[indene-2,4'-piperidin]-1'-yl)-5-(2,3-dichlorophenyl)-6-methylpyrimidine-4-carboxylic acid N[C@@H]1C2=CC=CC=C2CC12CCN(CC2)C2=NC(=C(C(=N2)C(=O)O)C2=C(C(=CC=C2)Cl)Cl)C